CC1=C(C=CC=C1B1OC(C(O1)(C)C)(C)C)NC(=O)C1CC1 N-(2-methyl-3-(4,4,5,5-tetramethyl-1,3,2-dioxaborolan-2-yl)phenyl)cyclopropanecarboxamide